CN(CCCN(C)C)C N,N,N',N'-tetramethylpropane-1,3-diamine